Cl.C(CC)C1=NNC(=C1)C(=O)O 3-propyl-1H-pyrazole-5-carboxylic acid hydrochloride